(±)-2-Amino-4-pyridin-2-ylmethyl-1,2,3,4-tetrahydro-cyclopenta[b]indole-7-carbonitrile hydrochloride Cl.N[C@@H]1CC2=C(N(C=3C=CC(=CC23)C#N)CC2=NC=CC=C2)C1 |r|